N-(4-(4-Amino-1-(2-fluoroethyl)-1H-pyrazolo[3,4-d]pyrimidin-3-yl)phenyl)-5-(4-Chlorophenyl)-1-isopropyl-4-oxo-1,4-dihydropyridazine-3-carboxamide NC1=C2C(=NC=N1)N(N=C2C2=CC=C(C=C2)NC(=O)C2=NN(C=C(C2=O)C2=CC=C(C=C2)Cl)C(C)C)CCF